C1(=CC=CC=C1)C(=C[SiH2][Si](Cl)(Cl)Cl)C1=CC=CC=C1 diphenylvinyltrichlorodisilane